COC1=CC(=CC=2C(COC21)(C)C)C=O 7-methoxy-3,3-dimethyl-2,3-dihydrobenzofuran-5-carbaldehyde